5-[4-chloro-1-(2-trimethylsilylethoxymethyl)pyrrolo[2,3-b]pyridin-3-yl]-1,3,4-oxathiazol-2-one ClC1=C2C(=NC=C1)N(C=C2C2=NSC(O2)=O)COCC[Si](C)(C)C